C(C)(C)(C)C=1C=CC2=C(C(NS2(=O)=O)C=2C=CC=C3C=CC=NC23)C1 5-(tertiary butyl)-3-(quinoline-8-yl)-2,3-dihydrobenzo[d]isothiazole 1,1-dioxide